P(=O)([O-])([O-])O.[NH4+].C1(CC1)S(=O)(=O)NC1=CC(=NC=C1)CNC(=O)C1=NC=C(C=C1)C=1C=NC=2N(C1)C=C(N2)C N-[(4-cyclopropanesulfonamidopyridin-2-yl)methyl]-5-[2-methylimidazo[1,2-a]pyrimidin-6-yl]pyridine-2-carboxamide monoammonium hydrophosphate